CS(=O)(=O)[O-].C(C)[NH+]1CC(CCC1)C 1-Ethyl-3-methylpiperidinium methansulfonat